BrC=1C=CC(=C(C1)NC(OC(C)(C)C)=O)C(C(C)(F)F)=O tert-butyl (5-bromo-2-(2,2-difluoropropanoyl)phenyl)carbamate